tert-butyl 3-[(6-bromo-8-methoxyquinazolin-2-yl)amino]piperidine-1-carboxylate BrC=1C=C2C=NC(=NC2=C(C1)OC)NC1CN(CCC1)C(=O)OC(C)(C)C